4-methyl-5-oxo-7-(4-(4-(trifluoromethoxy)phenoxy)piperidin-1-yl)-4,5-dihydrothieno[3,2-b]pyridine-6-carboxamide CN1C2=C(C(=C(C1=O)C(=O)N)N1CCC(CC1)OC1=CC=C(C=C1)OC(F)(F)F)SC=C2